(2R)-1-(2-(3-methyl-2-oxo-1-(2-oxopiperidin-3-yl)-2,3-dihydro-1H-benzo[d]imidazol-5-yl)ethyl)piperazine-2-carboxylic acid CN1C(N(C2=C1C=C(C=C2)CCN2[C@H](CNCC2)C(=O)O)C2C(NCCC2)=O)=O